1-(5-(aminomethyl)thiophen-2-yl)-2-((2-methyl-6-(trifluoromethyl)quinazolin-4-yl)thio)ethan-1-one hydrochloride Cl.NCC1=CC=C(S1)C(CSC1=NC(=NC2=CC=C(C=C12)C(F)(F)F)C)=O